(3S,4S)-4-(4-fluorobenzyl)-3-methyl-1-(2-(pyrimidin-4-yl)nicotinoyl)piperidine-4-carbonitrile FC1=CC=C(C[C@]2([C@@H](CN(CC2)C(C2=C(N=CC=C2)C2=NC=NC=C2)=O)C)C#N)C=C1